N1-benzyl-3-(1-methylcyclobutoxy)benzene-1,2-diamine C(C1=CC=CC=C1)NC=1C(=C(C=CC1)OC1(CCC1)C)N